3-methyl-2-(6-((8-methyl-8-azabicyclo[3.2.1]oct-2-yl)amino)pyridazin-3-yl)-5-(trifluoromethyl)phenol CC=1C(=C(C=C(C1)C(F)(F)F)O)C=1N=NC(=CC1)NC1C2CCC(CC1)N2C